FC1=CC=C(C=C1)N(C(=O)C=1C(=CC=2N(C1)C(=CN2)C=2C=CC(=NC2)NC(OC)=O)C)C methyl N-[5-[6-[(4-fluorophenyl)-methyl-carbamoyl]-7-methyl-imidazo[1,2-a]pyridin-3-yl]-2-pyridyl]carbamate